thiaanthracenone C1C=CC2=CC3=CC=CC=C3C=C2S1=O